N-phenyl-[4,4'-bipiperidine] C1(=CC=CC=C1)N1CCC(CC1)C1CCNCC1